C1(=CC=CC=C1)C1=C(C(=CC=C1N)C1=CC=CC=C1)N phenyl-biphenyl-2,4-diamine